benzoselenadiazolyl-tetrazole [Se]1N=NC2=C1C=CC=C2C2=NN=NN2